4-chloro-7-fluoro-2-methyl-2H-pyrazolo(4,3-C)pyridine ClC1=NC=C(C=2C1=CN(N2)C)F